2-(4-chloro-3-fluorophenoxy)-N-(3-{2-[2-(4-chlorophenyl)ethoxy]acetylamino}-bicyclo[1.1.1]pentan-1-yl)acetamide ClC1=C(C=C(OCC(=O)NC23CC(C2)(C3)NC(COCCC3=CC=C(C=C3)Cl)=O)C=C1)F